[(2R,4S)-4-Aminomethyl-pyrrolidin-2-yl]methyloxyl-7-oxo-6-(sulfooxy)-1,6-diazabicyclo[3.2.1]octane-2-carboxamide trifluoroacetate salt FC(C(=O)O)(F)F.NC[C@@H]1C[C@@H](NC1)COC1(N2C(N(C(CC1)C2)OS(=O)(=O)O)=O)C(=O)N